2,5-dichloro-2,5-dimethylnonaane ClC(C)(CCC(CCCC)(C)Cl)C